phenyl isothiocyanate sodium salt [Na].C1(=CC=CC=C1)N=C=S